Cl.Cl.NCCC=1SC=C(N1)C(=O)NCC1=NC=C(C=N1)C 2-(2-aminoethyl)-N-[(5-methylpyrimidin-2-yl)methyl]-1,3-thiazole-4-carboxamide dihydrochloride